[N+](#[C-])C1=C(N=C(S1)C1=CC=CC=C1)C 5-Isocyano-4-methyl-2-phenyl-thiazole